(oxetan-3-yl)methanol O1CC(C1)CO